NC1=C2C(=C3C(=N1)C=C(N3)C(=O)N(CC)[C@@H](C)C3=NC=C(C=C3F)Br)CO[C@@H]2C (R)-5-amino-N-((S)-1-(5-bromo-3-fluoropyridin-2-yl)ethyl)-N-ethyl-6-methyl-6,8-dihydro-1H-furo[3,4-d]pyrrolo[3,2-b]pyridine-2-carboxamide